ClC1=CC=C(C=C1)C(C#N)(C)C 2-(4-chlorophenyl)-2-methylpropanenitrile